C1(CCC1)C=1C(=NN(C1NC(CC(C)(C)C)=O)C)C1=CC=C(C=C1)C(C)(C)O N-(4-cyclobutyl-3-(4-(2-hydroxy-prop-2-yl)phenyl)-1-methyl-1H-pyrazol-5-yl)-3,3-dimethylbutyramide